NC1=NN(C=C1C=1C=C2CCNC(C2=CC1)=O)C=1C=C(C=CC1)NC(CCl)=O N-(3-(3-amino-4-(1-oxo-1,2,3,4-tetrahydroisoquinolin-6-yl)-1H-pyrazol-1-yl)phenyl)-2-chloroacetamide